6-p-methoxyphenyl-4-(tert-butyldimethylsilyl)-1-hexen-5-yn-4-ol COC1=CC=C(C=C1)C#CC(CC=C)(O)[Si](C)(C)C(C)(C)C